BrC=1C=CC2=C(N=C(O2)C2=CC=C(C=N2)NC(=O)C23CC4CC(CC(C2)C4)C3)C1 N-[6-(5-bromo-1,3-benzooxazol-2-yl)pyridin-3-yl]adamantan-1-carboxamide